CSCC[O-].[Na+] sodium 2-methylthioethanolate